SC(CS(=O)(=O)N=[N+]=[N-])CS 2,3-dimercaptopropane-1-sulfonyl azide